4-(2-(1-((1R,4R)-4-(4-(((R)-1-(3-amino-5-(trifluoromethyl)phenyl)ethyl)amino)-7-Methoxy-2-methylquinazolin-6-yl)cyclohexane-1-carbonyl)piperidin-4-yl)ethyl)piperidine-1-carboxylate NC=1C=C(C=C(C1)C(F)(F)F)[C@@H](C)NC1=NC(=NC2=CC(=C(C=C12)C1CCC(CC1)C(=O)N1CCC(CC1)CCC1CCN(CC1)C(=O)[O-])OC)C